FC(C)S(=O)(=O)N[C@@H]1CNCC1 1-fluoro-N-[(3S)-pyrrolidin-3-yl]ethane-1-sulfonamide